N-(5-fluoropyridin-2-yl)-2-(6-isopropyl-2-mercapto-4,7-dioxo-4,5,6,7-tetrahydro-1H-pyrrolo[3,4-d]pyrimidin-1-yl)acetamide FC=1C=CC(=NC1)NC(CN1C(=NC(C2=C1C(N(C2)C(C)C)=O)=O)S)=O